methyl-1,3'-bipiperidin-2-one CC1C(N(CCC1)C1CNCCC1)=O